C12N(CCNC2CC1)C=1C=CC(=NC1)C(=O)NC1CC1 5-(2,5-diazabicyclo[4.2.0]oct-2-yl)-N-cyclopropyl-2-pyridinecarboxamide